NCCC(O)C1=CC(=CC=C1)OCCCCOC 3-amino-1-(3-(4-methoxybutoxy)phenyl)propan-1-ol